(2R)-ethyl 2-hydroxy-3-(2-((2-(2-methoxyphenyl)pyrimidin-4-yl)methoxy)-5-((tetrahydro-2H-pyran-2-yl)oxy)phenyl)propanoate O[C@@H](C(=O)OCC)CC1=C(C=CC(=C1)OC1OCCCC1)OCC1=NC(=NC=C1)C1=C(C=CC=C1)OC